6-seryl-lysine N[C@@H](CO)C(=O)C(CCC[C@H](N)C(=O)O)N